racemic-4-(3-(3-chlorophenyl)-5-cyano-2-oxo-imidazolin-1-yl)isoquinoline-6-carboxylic acid ClC=1C=C(C=CC1)N1C(N([C@H](C1)C#N)C1=CN=CC2=CC=C(C=C12)C(=O)O)=O |r|